ethyl 2-({6-[(1,3-benzothiazol-2-yl) amino]-5-methylpyridazin-3-yl} (methyl) amino)-5-[3-(2-fluorophenoxy) propyl]-1,3-thiazole-4-carboxylate S1C(=NC2=C1C=CC=C2)NC2=C(C=C(N=N2)N(C=2SC(=C(N2)C(=O)OCC)CCCOC2=C(C=CC=C2)F)C)C